S(C1=C(C=CC=C1)S)C1=C(C=CC=C1)S thiobis(benzenethiol)